4-(2,4,6-tricarboxyphenyl)-2,2':6',2''-terpyridine C(=O)(O)C1=C(C(=CC(=C1)C(=O)O)C(=O)O)C1=CC(=NC=C1)C1=NC(=CC=C1)C1=NC=CC=C1